8-Oxo-5,6,7,8-tetrahydroisoquinoline-3-carbonitrile O=C1CCCC=2C=C(N=CC12)C#N